2-[2-[2-[2-[2-[2-[2-[4-[6-(dimethylamino)-2-fluoro-pyridin-3-yl]phenyl]imidazo[1,2-a]pyridin-6-yl]oxyethoxy]ethoxy]ethoxy]ethoxy]-ethoxy]ethyl 4-methylbenzenesulfonate CC1=CC=C(C=C1)S(=O)(=O)OCCOCCOCCOCCOCCOCCOC=1C=CC=2N(C1)C=C(N2)C2=CC=C(C=C2)C=2C(=NC(=CC2)N(C)C)F